ClC1=CC=C(C=C1)N1[CH-]C2=CC=CC=C2CC1 2-(4-chlorophenyl)-1,2,3,4-tetrahydroisoquinolineid